COC1=C(C=C(C=C1)C(=O)OC)NC(CCC(=O)O)=O 4-{[2-methoxy-5-(methoxycarbonyl)phenyl]amino}-4-oxo-butyric acid